BrC=1C=C(C=C2CCCN(C12)C1CC(N(C1)C(=O)OC(C)(C)C)CO[Si](C)(C)C(C)(C)C)Cl tert-butyl 4-(8-bromo-6-chloro-3,4-dihydroquinolin-1(2H)-yl)-2-(((tert-butyldimethylsilyl)oxy)methyl)pyrrolidine-1-carboxylate